[N+](=[N-])=C1C(C=CC=C1)NC1=CC=CC=C1 diazodiphenylamine